C(CCCCCCCCC)(=O)OC1=NC2=CC(=CC=C2C=C1)OCCCCN1CCN(CC1)C1=CC=CC=2SC=CC21 7-(4-(4-(benzo[b]thiophen-4-yl)piperazin-1-yl)butoxy)quinolin-2-yl decanoate